FC1=CC(=CC2=C1CN([C@H](CO2)C2=CC=CC=C2)C(C(C)(C)C)=O)C(=O)O (S)-6-fluoro-3-phenyl-4-pivaloyl-2,3,4,5-tetrahydrobenzo[f][1,4]oxazepine-8-carboxylic acid